CC1(CCN(CC1)CCCCCCCSC1=C2CN(C(C2=CC=C1)=O)C1C(NC(CC1)=O)=O)C 3-(4-((7-(4,4-dimethylpiperidin-1-yl)heptyl)thio)-1-oxoisoindolin-2-yl)piperidine-2,6-dione